C(C)(C)(C)C1N(CCN(C1)C1=NC=C(C=C1)C=1C=CC2=C(N3C(=N2)CC[C@@H]3C3=CC=CC=C3)C1)C(=O)OC1(CNC1)C1=NC=C(C=C1)OC1=CC=CC=C1 |o1:26| 3-(5-phenoxy-2-pyridyl)azetidin-3-ol tert-butyl-4-[5-[(1R or S)-1-phenyl-2,3-dihydro-1H-pyrrolo[1,2-a]benzimidazol-7-yl]-2-pyridyl]piperazine-1-carboxylate